COC(=O)C1(CC2C(C1)C1(CCCC1)OC2)C2=NC=CC=C2 5-(pyridin-2-yl)hexahydrospiro[cyclopenta[c]furan-1,1'-cyclopentane]-5-carboxylic acid methyl ester